3-chloro-2,2-dimethyl-N-(2-oxo-1-phenylcyclohexyl)propanamide ClCC(C(=O)NC1(C(CCCC1)=O)C1=CC=CC=C1)(C)C